N(=O)OCC(C)ON=O 1,2-bis(nitrosooxy)propane